COC1=NC=CC(=C1N1CCC(CC1)N1C(N(C=2C([C@H]1C)=NN(C2)C)CC2=C(C=CC=C2)C(F)(F)F)=O)C (R)-6-(2'-methoxy-4'-methyl-3,4,5,6-tetrahydro-2H-[1,3']bipyridinyl-4-yl)-2,7-dimethyl-4-(2-trifluoromethyl-benzyl)-2,4,6,7-tetrahydro-pyrazolo[4,3-d]pyrimidin-5-one